BrC=1C=NC=2C=CC=C(C2C1)C(=O)O 3-Bromoquinoline-5-carboxylic acid